3-[(5RS)-5-(4-bromo-2-chlorobenzyl)-5,6-dihydro-4H-1,2,4-oxadiazin-3-yl]-2-(3-cyclopropylphenoxy)imidazo[1,5-b]pyridazine BrC1=CC(=C(C[C@H]2NC(=NOC2)C2=CC=3N(N=C2OC2=CC(=CC=C2)C2CC2)C=NC3)C=C1)Cl |r|